F[P-](F)(F)(F)(F)F.FC1=CC(=NC=C1)C1=C(C=CC=C1)[Ir+]C1=C(C=CC=C1)C1=NC=CC(=C1)F bis[(4-fluoro-2-pyridinyl)phenyl]iridium (hexafluorophosphate) salt